S(O)(O)(=O)=O.FC1=C(C(=O)N[C@H](C(F)(F)F)C)C=C(C=C1)F 2,5-difluoro-N-[(1S)-2,2,2-trifluoro-1-methylethyl]benzamide sulfuric acid salt